hydroxypyrene-1,3,6-trisulfonic acid trisodium salt C1=CC2=C3C(=C(C(=C2S(=O)(=O)[O-])O)S(=O)(=O)[O-])C=CC4=C(C=CC1=C43)S(=O)(=O)[O-].[Na+].[Na+].[Na+]